Methyl 4-amino-3-(6-cyclopropyl-4-(4-fluoro-2-(4-methyl-4H-1,2,4-triazol-3-yl)phenyl)picolinamido)benzoate NC1=C(C=C(C(=O)OC)C=C1)NC(C1=NC(=CC(=C1)C1=C(C=C(C=C1)F)C1=NN=CN1C)C1CC1)=O